S-(benzo[d]thiazol-2-yl)-N-(prop-2-yn-1-yl)thiohydroxylamine S1C(=NC2=C1C=CC=C2)SNCC#C